binaphthyl-dicarboxylate C1(=C(C(=CC2=CC=CC=C12)C(=O)[O-])C(=O)[O-])C1=CC=CC2=CC=CC=C12